C(C)(C)C1=C(OC=2C(=NC(=NC2)N)N)C=C(C(=C1)OC)C1=CN=CO1 5-(2-Isopropyl-4-methoxy-5-oxazol-5-yl-phenoxy)-pyrimidine-2,4-diamine